(1S,2S,4S)-5,5-difluoro-2-(hydroxymethyl)-2-(methoxymethyl)quinuclidin-3-one FC1([C@@H]2C([C@@](N(C1)CC2)(COC)CO)=O)F